[N+](=O)([O-])C1=C(C=CC(=C1)C=CC1=NC2=CC=CC=C2C=C1)C(C#N)C1=NC=CC=C1 2-(2-nitro-4-(2-(quinolin-2-yl)vinyl)phenyl)-2-(pyridin-2-yl)acetonitrile